1,3-bis(4-methoxybenzyl)urea COC1=CC=C(CNC(=O)NCC2=CC=C(C=C2)OC)C=C1